ClC=1C=NN(C1C(=O)NC1=NC=C(C=C1C)C#CC1=CC=C(C=C1)F)C1CC2(CN(C2)C(=O)C2CC2)C1 4-chloro-1-(2-(cyclopropanecarbonyl)-2-azaspiro[3.3]heptan-6-yl)-N-(5-((4-fluorophenyl)ethynyl)-3-methylpyridin-2-yl)-1H-pyrazole-5-carboxamide